N-(2,2-difluorocyclopentyl)-4-(trifluoromethyl)pyridin-2-amine FC1(C(CCC1)NC1=NC=CC(=C1)C(F)(F)F)F